tert-butyl 6-(((benzyloxy)carbonyl)(methyl)amino)-1,4-oxazepane-4-carboxylate C(C1=CC=CC=C1)OC(=O)N(C1CN(CCOC1)C(=O)OC(C)(C)C)C